C1(CC1)NC1=CC=C(C(=N1)F)C1=NN2C(N=CC=C2)=C1C(=O)OCC Ethyl 2-[6-(cyclopropylamino)-2-fluoropyridin-3-yl]pyrazolo[1,5-a]pyrimidine-3-carboxylate